CC1=NC(=CC(=C1)C=1NC2=CC(=CC=C2C1C)C=1C=CC(=NC1)N1CCC(CC1)NCCO)C 2-((1-(5-(2-(2,6-dimethylpyridin-4-yl)-3-methyl-1H-indol-6-yl)pyridin-2-yl)piperidin-4-yl)amino)ethan-1-ol